ClCC1=CC=CC(=N1)CN1C(C2=CC=CC=C2C1=O)=O 2-((6-(chloromethyl)pyridin-2-yl)methyl)isoindoline-1,3-dione